FC(C(=O)O)(F)F.N1C(=NC2=C1C=CC=C2)C2=CC=C(OC\C(\CN)=C\F)C=C2 (E)-2-(4-(1H-benzimidazol-2-yl)phenoxymethyl)-3-fluoroallylamine trifluoroacetate